(R)-1-((7-cyano-2-(2-methyl-3-(4,4,5,5-tetramethyl-1,3,2-dioxaborolan-2-yl)phenyl)benzo[d]oxazol-5-yl)methyl)pyrrolidine-3-carboxylic acid C(#N)C1=CC(=CC=2N=C(OC21)C2=C(C(=CC=C2)B2OC(C(O2)(C)C)(C)C)C)CN2C[C@@H](CC2)C(=O)O